The molecule is a carboxamide that is cyantraniliprole in which the bromine atom has been replaced by a [5-(trifluoromethyl)-2H-tetrazol-2-yl]methyl group. It has a role as a ryanodine receptor agonist. It is a nitrile, an organochlorine compound, a pyrazole insecticide, a member of pyridines, a member of tetrazoles, an organofluorine compound and a secondary carboxamide. CC1=CC(=CC(=C1NC(=O)C2=CC(=NN2C3=C(C=CC=N3)Cl)CN4N=C(N=N4)C(F)(F)F)C(=O)NC)C#N